1-(3-methoxyphenyl)-6-((2-methoxypyrimidin-4-yl)amino)-1,2-dihydro-3H-pyrazolo[4,3-c]pyridin-3-one COC=1C=C(C=CC1)N1NC(C=2C=NC(=CC21)NC2=NC(=NC=C2)OC)=O